C1=CC=C2C(=C1)C=CC=C2NC(=O)C3=CC=CC=C3C(=O)O 1-NAPHTHYLPHTHALAMIC ACID